C(CCCC)OCOCCCC(C)[Cu]C(CCCOCOCCCCC)C.[Li] lithium bis[4-pentoxymethoxy-1-methylbutyl]copper